O1C2=C(OCC1)C=C(C=C2)[C@H]([C@@H](CN2CCCC2)NC(=O)[C@H]2CN(CC2)C2=NC(=CC=C2)C2=CC=C(C=C2)F)O (R)-N-((1R,2R)-1-(2,3-dihydrobenzo[b][1,4]dioxin-6-yl)-1-hydroxy-3-(pyrrolidin-1-yl)propan-2-yl)-1-(6-(4-fluorophenyl)pyridin-2-yl)pyrrolidine-3-carboxamide